C(C)(C)(C)OC(=O)NNC1CC(C1)(F)F 2-(3,3-Difluorocyclobutyl)hydrazine-1-carboxylic acid tert-butyl ester